3-(8-((2-cyclopropyl-5-ethoxy-4'-fluoro-[1,1'-biphenyl]-4-yl)methyl)-2-oxo-1-oxa-3,8-diazaspiro[4.5]decan-3-yl)bicyclo[1.1.1]pentane-1-carboxylic acid C1(CC1)C1=C(C=C(C(=C1)CN1CCC2(CN(C(O2)=O)C23CC(C2)(C3)C(=O)O)CC1)OCC)C1=CC=C(C=C1)F